BrC=1C=C(N)C=C(C1)F 3-bromo-5-fluoroaniline